(E)-5-((3-(4-(2-(4-(1-(4-chlorophenyl)-2-phenylbut-1-en-1-yl)phenoxy)ethyl)piperazin-1-yl)propyl)amino)-2-(2,6-dioxopiperidin-3-yl)isoindoline-1,3-dione ClC1=CC=C(C=C1)\C(=C(/CC)\C1=CC=CC=C1)\C1=CC=C(OCCN2CCN(CC2)CCCNC=2C=C3C(N(C(C3=CC2)=O)C2C(NC(CC2)=O)=O)=O)C=C1